4-(5'-methoxy-2'-oxo-1',2'-dihydrospiro[cyclohexane-1,3'-pyrrolo[2,3-c]pyridin]-4-yl)-1,4-diazepan-1-carboxylic acid ethyl ester C(C)OC(=O)N1CCN(CCC1)C1CCC2(C(NC3=CN=C(C=C32)OC)=O)CC1